CCCCCCCCC(CCCCC)CC(=O)O.FC=1C=C(C(=O)N)C=CC1OC[C@H](C)O 3-fluoro-4-[(2S)-2-hydroxypropoxy]benzamide (Z)-9-tetradecanyl-acetate